N-(4-(4-amino-5-(3-fluoro-4-((1-oxotetrahydro-1λ6-thiophene-1-ylidene)amino)phenyl)-7-methyl-7H-pyrrolo[2,3-d]pyrimidin-6-yl)-3-fluorophenyl)methacrylamide NC=1C2=C(N=CN1)N(C(=C2C2=CC(=C(C=C2)N=S2(CCCC2)=O)F)C2=C(C=C(C=C2)NC(C(=C)C)=O)F)C